tert-butyl 4-(1-(1-(4-methoxybenzyl)-2,6-dioxopiperidin-3-yl)-1H-indazol-5-yl)piperazine-1-carboxylate COC1=CC=C(CN2C(C(CCC2=O)N2N=CC3=CC(=CC=C23)N2CCN(CC2)C(=O)OC(C)(C)C)=O)C=C1